C1(=CC=CC=C1)C1(CC=C(C=C1)N(C=1C=C(C=CC1)C)C=1C=C(C=CC1)C)N 1-phenyl-N4,N4-di-m-tolylbenzene-1,4-diamine